(2S,3S,4R,5R)-5-(6-(3-iodobenzylamino)-9H-purin-9-yl)-3,4-dihydroxyltetrahydrofuran-2-carbohydrazide IC=1C=C(CNC2=C3N=CN(C3=NC=N2)[C@H]2[C@@H]([C@@H]([C@H](O2)C(=O)NN)O)O)C=CC1